2-(5-(4-chlorophenyl)thiophen-2-yl)-N-(2-morpholinoethyl)acetamide hydrochloride Cl.ClC1=CC=C(C=C1)C1=CC=C(S1)CC(=O)NCCN1CCOCC1